C(=CC)NC(=O)N propenyl-urea